C(C=C)P(O)(=O)O 2-propen-1-phosphonic acid